dioctyltin bis(isooctylmaleate) C(CCCCC(C)C)/C(/C(=O)[O-])=C/C(=O)[O-].C(CCCCC(C)C)/C(/C(=O)[O-])=C/C(=O)[O-].C(CCCCCCC)[Sn+4]CCCCCCCC